C(C)(C)(C)O[C@@H]([C@@H](C(=O)N1[C@@H]([C@H]2C([C@H]2C1)(C)C)C(=O)NC(C1=CN=CC2=C(C(=CC=C12)Cl)Cl)C#N)NC(C(F)(F)F)=O)C (1R,2S,5S)-3-[(2S,3R)-3-tert-butoxy-2-[(2,2,2-trifluoroacetyl)amino]butanoyl]-N-[cyano-(7,8-dichloro-4-isoquinolyl)methyl]-6,6-dimethyl-3-azabicyclo[3.1.0]hexane-2-carboxamide